FC(C1(N=N1)C1=CC=C(C(=O)O)C=C1)(F)F 4-(3-(trifluoromethyl)-3H-diazirin-3-yl)benzoic acid